(+/-)-6-(5-(2-(1-(4-fluorophenyl)ethyl)-2H-tetrazol-5-yl)-6-methoxypyridin-3-yl)-N-(methyl-d3)-1H-indazole-3-carboxamide FC1=CC=C(C=C1)[C@@H](C)N1N=C(N=N1)C=1C=C(C=NC1OC)C1=CC=C2C(=NNC2=C1)C(=O)NC([2H])([2H])[2H] |r|